C(CC)C1=CC=C(C=C1)C1=CC=C(C=C1)NC[C@H](C)NC(OC(C)(C)C)=O tert-butyl N-[(2S)-1-({4'-propyl-[1,1'-biphenyl]-4-yl}amino)propan-2-yl]carbamate